C(C(=O)O)(=O)O.C(CCCC)OC1(C(C(=O)O)C=C(C(=C1)Cl)Cl)Cl.C(CCCC)OC1(C(C(=O)O)C=C(C(=C1)Cl)Cl)Cl bis(n-pentyl 2,4,5-trichlorosalicylate) oxalate